ClC=1C=C(C2=C(N(C=N2)C)C1)C1=C(C=NC(=C1)C)C(=O)NC=1SC=2C(=NC=C(N2)C2=CC=C(C=C2)C#N)N1 4-(6-chloro-1-methyl-1H-benzo[d]imidazol-4-yl)-N-[6-(4-cyanophenyl)thiazolo[4,5-b]pyrazin-2-yl]-6-methylpyridine-3-carboxamide